1-(6-(2,5-dioxopyrrolidin-1-yloxy)-6-oxohexyl)-3,3-dimethyl-2-((E)-2-((E)-3-((E)-2-(1,3,3-trimethylindolin-2-ylidene)ethylidene)cyclohex-1-enyl)vinyl)-3H-indolium chloride [Cl-].O=C1N(C(CC1)=O)OC(CCCCC[N+]1=C(C(C2=CC=CC=C12)(C)C)\C=C\C1=C/C(/CCC1)=C/C=C\1/N(C2=CC=CC=C2C1(C)C)C)=O